C(C)(C)(C)OC(=O)N1CC=NC=C1 Pyrazine-4-carboxylic acid tert-butyl ester